Cl.CN[C@@H]1COC(C2=NC=CC=C21)C (5S)-N,8-dimethyl-5,8-dihydro-6H-pyrano[3,4-b]pyridin-5-amine hydrochloride